FC1=C(CN2C(N(N=C2)C2=CC=C(C=C2)OC2=C(N=C(S2)C=2CNCC2)C)=O)C(=CC=C1)F 4-(2,6-difluorobenzyl)-2-(4-((2-(2,5-dihydro-1H-pyrrol-3-yl)-4-methylthiazol-5-yl)oxy)phenyl)-2,4-dihydro-3H-1,2,4-triazol-3-one